O(C)C=1C(NC(NC1)=O)=O 5-methoxyl-uracil